(S)-1-acetyl-pyrrolidine-3-carboxylic acid C(C)(=O)N1C[C@H](CC1)C(=O)O